(S)-1-(2-METHOXYETHOXY)HEX-5-ENE-2-SULFONAMIDE COCCOC[C@H](CCC=C)S(=O)(=O)N